rel-(S)-2-((S*)-4-(4-methoxybenzyl)-5-oxomorpholin-2-yl)-2-((4-methoxybenzyl)amino)ethyl pivalate C(C(C)(C)C)(=O)OC[C@H](NCC1=CC=C(C=C1)OC)[C@@H]1CN(C(CO1)=O)CC1=CC=C(C=C1)OC |o1:8,19|